17-Cyclopropylmethyl-3,14β-dihydroxy-4,5α-epoxy-6α-(2'-imidazolylacetamido)morphinan C1(CC1)CN1[C@H]2[C@@]3(CC[C@@H]([C@H]4[C@@]3(C=3C(=C(C=CC3C2)O)O4)CC1)NC(CC=1NC=CN1)=O)O